FC=1C(=NC=CC1I)CC#N (3-fluoro-4-iodopyridin-2-yl)acetonitrile